tert-Butyl 3-(6-Aminopyridin-3-yloxy)azetidine-1-carboxylate NC1=CC=C(C=N1)OC1CN(C1)C(=O)OC(C)(C)C